CN(C(CNC(=NOC)NC1CC2=CC=CC=C2CC1)C1=CSC=C1)C 1-(2-(Dimethylamino)-2-(thiophen-3-yl)ethyl)-2-methoxy-3-(1,2,3,4-tetrahydronaphthalen-2-yl)guanidine